C(C(=O)O)(=O)O.C1(CCCC(N1)=O)=O glutarimide oxalate